NC1=CC(=C(OC2=C3C(=NC=C2)N(C=C3C=3C=CC(=C(C#N)C3)OC(F)(F)F)COCC[Si](C)(C)C)C(=C1)F)F 5-[4-(4-amino-2,6-difluorophenoxy)-1-{[2-(trimethylsilyl)ethoxy]methyl}-1H-pyrrolo[2,3-b]pyridin-3-yl]-2-(trifluoromethoxy)benzonitrile